1-(10-bromoanthracen-9-yl)dibenzo[b,d]furan BrC1=C2C=CC=CC2=C(C2=CC=CC=C12)C1=CC=CC=2OC3=C(C21)C=CC=C3